BrC1=C(C=C(C=C1)N1C(N(CC1)C)=O)Cl 1-(4-bromo-3-chlorophenyl)-3-methylimidazolin-2-one